CC=1C=CC2=C(C(C3=NC4=C(C(=CC=C4N=C3C2=O)N2CCN(CC2)C)C(F)(F)F)=O)N1 2-methyl-9-(4-methylpiperazin-1-yl)-10-(trifluoromethyl)pyrido[2,3-b]phenazine-5,12-dione